(2S,4r)-1-[(2S)-2-(4-cyclopropyl-triazol-1-yl)-3,3-dimethyl-butyryl]-N-(8,8-dioxo-8λ6-thiabicyclo[3.2.1]octane-3-yl)-4-hydroxy-pyrrolidine-2-carboxamide C1(CC1)C=1N=NN(C1)[C@H](C(=O)N1[C@@H](C[C@H](C1)O)C(=O)NC1CC2CCC(C1)S2(=O)=O)C(C)(C)C